COC=1C=CC=2C3=C(NC2C1)CN(C3)C 6-methoxy-2-methyl-1,2,3,4-tetrahydropyrrolo[3,4-b]indole